C(C1CO1)OCC1=C(C=C)C=CC(=C1)COCC1CO1 2,4-bis(glycidyloxymethyl)styrene